(1S,2S)-2-amino-3,3-difluorocyclohexan-1-ol acetate C(C)(=O)O[C@@H]1[C@@H](C(CCC1)(F)F)N